((3R,5R)-5-(methoxymethyl)pyrrolidin-3-yl)oxazole-2-carboxamide TFA salt OC(=O)C(F)(F)F.COC[C@H]1C[C@H](CN1)C=1N=C(OC1)C(=O)N